4-(4,4-difluoro-1-((S)-1-((5-fluoropyridin-2-yl)amino)-1-oxopropan-2-yl)piperidin-3-yl)-2-methylpyridin 1-oxide FC1(C(CN(CC1)[C@H](C(=O)NC1=NC=C(C=C1)F)C)C1=CC(=[N+](C=C1)[O-])C)F